NCCCCCCN.[C] carbon hexamethylenediamine